S(N)(=O)(=O)C=1C=C(C(=O)N2[C@H](CCC2)C(=O)N)C=CC1 1-(3-sulfamoylbenzoyl)-D-prolinamide